ClC(C(=O)O)(C)Cl 2,2-dichloropropionic acid